6-chloro-3-(4-methoxybenzyl)-2,8-dimethyl-4-oxo-3,4-dihydropyrido[3,4-d]pyrimidine-5-carbonitrile ClC1=C(C2=C(N=C(N(C2=O)CC2=CC=C(C=C2)OC)C)C(=N1)C)C#N